(4-(5-aminoisoxazol-3-yl)-4-methylpiperidin-1-yl)(4-(trifluoromethoxy)phenyl)methanone NC1=CC(=NO1)C1(CCN(CC1)C(=O)C1=CC=C(C=C1)OC(F)(F)F)C